1-(4-(5-(3,5-dichlorophenyl)-5-(trifluoromethyl)-4,5-dihydroisoxazol-3-yl)-2-methylphenyl)-3-isopropylthiourea ClC=1C=C(C=C(C1)Cl)C1(CC(=NO1)C1=CC(=C(C=C1)NC(=S)NC(C)C)C)C(F)(F)F